N-[(1S)-2-{2-[4-(difluoromethoxy)benzenesulfonyl]-2H,4H,5H,6H-pyrrolo[3,4-c]pyrazol-5-yl}-2-oxo-1-phenylethyl]formamide FC(OC1=CC=C(C=C1)S(=O)(=O)N1N=C2C(=C1)CN(C2)C([C@H](C2=CC=CC=C2)NC=O)=O)F